6-(4-(6-(((1R,3s,5S)-9-azabicyclo[3.3.1]nonan-3-yl)(methyl)amino)pyridazin-3-yl)-3-hydroxyphenyl)-3-methylpyrimidin-4(3H)-one [C@H]12CC(C[C@H](CCC1)N2)N(C2=CC=C(N=N2)C2=C(C=C(C=C2)C2=CC(N(C=N2)C)=O)O)C